2-phenyl-N4-(pyridin-3-ylmethyl)-1,3,5-triazine-2,4-diamine C1(=CC=CC=C1)C1(NC=NC(=N1)NCC=1C=NC=CC1)N